N1-(4-((2-(2,6-dioxopiperidin-3-yl)-1,3-dioxoisoindolin-4-yl)oxy)butyl)-N4-(2-(((S)-2-methylpyrrolidin-1-yl)methyl)-1H-benzo[d]imidazol-5-yl)terephthalamide O=C1NC(CCC1N1C(C2=CC=CC(=C2C1=O)OCCCCNC(C1=CC=C(C(=O)NC2=CC3=C(NC(=N3)CN3[C@H](CCC3)C)C=C2)C=C1)=O)=O)=O